ClC1=C(CN2C(N(C(C3=CC=C(C=C23)C(=O)NCC2=CC=C(C=C2)O)C)C)=O)C(=CC=C1)F 1-(2-chloro-6-fluorobenzyl)-N-(4-hydroxybenzyl)-3,4-dimethyl-2-OXO-1,2,3,4-tetrahydroquinazoline-7-carboxamide